C(C)OC1(CC1)O[Si](C)(C)C (ethoxycyclopropyloxy)trimethylsilane